N-((1r,4r)-4-(3-Chloro-4-cyanophenoxy)cyclohexyl)-6-(piperidin-4-yl)pyridazine-3-carboxamide ClC=1C=C(OC2CCC(CC2)NC(=O)C=2N=NC(=CC2)C2CCNCC2)C=CC1C#N